(R)-11-(3,4-Dichlorobenzoyl)-N-methyl-5,6,9,10,11,12-hexahydro-4H-[1,2]oxazolo[3,4-c]-pyrido[4',3':3,4]pyrazolo[1,5-a]azepine-5-carboxamide ClC=1C=C(C(=O)N2CC=3C(=NN4C3C=3C(C[C@H](C4)C(=O)NC)=CON3)CC2)C=CC1Cl